COC1=C(C=C(C=N1)CC=O)C(F)(F)F (6-methoxy-5-(trifluoromethyl)pyridin-3-yl)acetaldehyde